F[B-](F)(F)F.C(C)(C)C1=C(C(=CC=C1)C(C)C)N1C=[N+](CC1)C1=C(C=CC=C1C(C)C)C(C)C 1,3-bis(2,6-diisopropylphenyl)-4,5-dihydroimidazolium tetrafluoroborate